4-[(5-methyl-1,3,4-oxadiazol-2-yl)methyl]aniline [4-[(2S)-3-amino-1-(isoquinolin-6-ylamino)-1-oxopropan-2-yl]phenyl]methyl-2,4-dimethylbenzoate NC[C@@H](C(=O)NC=1C=C2C=CN=CC2=CC1)C1=CC=C(C=C1)COC(C1=C(C=C(C=C1)C)C)=O.CC1=NN=C(O1)CC1=CC=C(N)C=C1